C(CCCCCCCCCCCCCCCCC)N1C(=C(C(C2=C(C=C(C=C12)OCC)OCC)=O)OCC)C1=CC(=C(C(=C1)OCC)OCC)OCC N-octadecyl-2-(3,4,5-triethoxyphenyl)-3,5,7-triethoxyquinolin-4-one